t-butyl-(sec-butyl)dimethoxysilane C(C)(C)(C)[Si](OC)(OC)C(C)CC